Trans-6-azabicyclo[3.1.1]heptan-3-ol C12CC(CC(N1)C2)O